(R)-2-(7-((1-ethylpiperidin-3-yl)amino)furo[2,3-d]pyridazin-4-yl)-5-(trifluoromethyl)phenol C(C)N1C[C@@H](CCC1)NC=1N=NC(=C2C1OC=C2)C2=C(C=C(C=C2)C(F)(F)F)O